6-(2,2-difluoro-2-(3'-(trifluoromethoxy)-[1,1'-biphenyl]-3-yl)acetyl)-2-(1-phenylcyclopropyl)-3,5,6,7,8,9-hexahydro-4H-pyrimido[5,4-c]azepin-4-one FC(C(=O)N1CC2=C(CCC1)N=C(NC2=O)C2(CC2)C2=CC=CC=C2)(C=2C=C(C=CC2)C2=CC(=CC=C2)OC(F)(F)F)F